tert-butyl (4-(4-carbamoyl-3-(trifluoromethyl)-1H-pyrazol-1-yl)-3-(5-cyanopyridin-3-yl)-6-fluoro-9H-pyrido[2,3-b]indol-8-yl)(ethyl)carbamate C(N)(=O)C=1C(=NN(C1)C1=C(C=NC=2NC3=C(C=C(C=C3C21)F)N(C(OC(C)(C)C)=O)CC)C=2C=NC=C(C2)C#N)C(F)(F)F